2-bromo-3-(methoxymethoxy)-4-methylpyridine BrC1=NC=CC(=C1OCOC)C